C(CCCCCCCCCCC)C(C(S(=O)(=O)[O-])(CC)C)O.[Na+] sodium laurylmethylethylisethionate